3-((6-fluoro-3'-((3-oxopiperidin-2-yl)methyl)-[1,1'-biphenyl]-2-yl)oxy)propanoic acid hydrochloride Cl.FC1=CC=CC(=C1C1=CC(=CC=C1)CC1NCCCC1=O)OCCC(=O)O